(6-fluoro-5-((4-fluoro-3-(imino(methylthio)methyl)phenyl)thio)-1-(phenylsulfonyl)-1H-indol-4-yl)methyl acetate C(C)(=O)OCC1=C2C=CN(C2=CC(=C1SC1=CC(=C(C=C1)F)C(SC)=N)F)S(=O)(=O)C1=CC=CC=C1